10,13,16-trimethyl-6,7,8,11,12,14,15,16-octahydrocyclopenta[a]phenanthren-3-one CC12C3CCC4(CC(CC4C3CCC2=CC(C=C1)=O)C)C